SCC(SCCCS)CSC(CSCCCS)CS 4,7-dimercaptomethyl-1,11-dimercaptomethyl-3,6,9-trithiaundecane